CC(C)N1N=CC=2C=NC(=CC21)NC2=NC(=NC(=C2)N2CCCC2)N2CC(NCC2)C(C)C 1-(propan-2-yl)-N-{2-[3-(propan-2-yl)piperazin-1-yl]-6-(pyrrolidin-1-yl)pyrimidin-4-yl}-1H-pyrazolo[4,3-c]pyridin-6-amine